NC=1N=C(SC1C(C1=CC=C(C=C1)OCC(=O)NCC1=CC=C(C=C1)F)=O)N(C1=CC=C(C=C1)F)C(C(=O)N)C (N-[4-amino-5-[4-[2-[(4-fluorophenyl)methylamino]-2-oxo-ethoxy]benzoyl]thiazol-2-yl]-4-fluoro-anilino)propanamide